C(C)(C)(C)OC(=O)N1CCN(CC1)C1=C2C(=NC=C1)N(C(=C2Br)C=2C=NN(C2)C(F)F)COCC[Si](C)(C)C 4-(3-bromo-2-(1-(difluoromethyl)-1H-pyrazol-4-yl)-1-((2-(trimethylsilyl)ethoxy)methyl)-1H-pyrrolo[2,3-b]Pyridin-4-yl)piperazine-1-carboxylic acid tert-butyl ester